OC[C@H]1N(CC(CC1)C1=CC=C(C=C1)C(F)(F)F)C(=O)OC(C)(C)C tert-butyl (2S)-2-(hydroxymethyl)-5-(4-(trifluoromethyl) phenyl)piperidine-1-carboxylate